methoxymethyl 4-((6-(acryloyloxy) hexyl) oxy)-[1,1'-biphenyl]-4-carboxylate C(C=C)(=O)OCCCCCCOC1(CC=C(C=C1)C1=CC=CC=C1)C(=O)OCOC